2-hydroxy-3-{[7-({2-hydroxy-5-methyl-3-[(2,3,4,5,6-pentahydroxyhexyl)carbamoyl]phenyl}methyl)-1,4,7-triazacyclodecan-1-yl]methyl}-5-methyl-N-(2,3,4,5,6-pentahydroxyhexyl)benzamide OC1=C(C(=O)NCC(C(C(C(CO)O)O)O)O)C=C(C=C1CN1CCNCCN(CCC1)CC1=C(C(=CC(=C1)C)C(NCC(C(C(C(CO)O)O)O)O)=O)O)C